CN1C(N(C2=C1C=C(C=C2)CN2CCC(CC2)OCC2CCNCC2)C2CNCCC2)=O 3-[3-methyl-2-oxo-5-[[4-(4-piperidylmethoxy)-1-piperidyl]methyl]benzimidazol-1-yl]piperidine